pentane-1,5-diaminium-d C(CCCC[NH2+][2H])[NH3+]